N-[(3R,4R)-4-hydroxy-1,1-dioxo-1lambda6-thiolan-3-yl]-2-(1-methyl-1H-pyrazol-4-yl)-6-[4-(trifluoromethoxy)phenyl]pyrimidine-4-carboxamide O[C@@H]1[C@H](CS(C1)(=O)=O)NC(=O)C1=NC(=NC(=C1)C1=CC=C(C=C1)OC(F)(F)F)C=1C=NN(C1)C